C1(CC1)C=1SC2=C(N(C(NC2=O)=O)C2=CC=C(C=C2)OC(F)F)N1 2-cyclopropyl-4-(4-(difluoromethoxy)phenyl)thiazolo[4,5-d]pyrimidine-5,7(4H,6H)-dione